CC([C@@H](C(N[C@@H](C[C@H]1C(NCC1)=O)C(COC1=C(C(=CC(=C1F)F)F)F)=O)=O)NC(C(=O)NC1=C(C=CC=C1)F)=O)(C)C N1-((S)-3,3-dimethyl-1-oxo-1-(((S)-3-oxo-1-((S)-2-oxopyrrolidin-3-yl)-4-(2,3,5,6-tetrafluorophenoxy)butan-2-yl)amino)butan-2-yl)-N2-(2-fluorophenyl)oxalamide